4-(4-fluoro-2,3-dioxaindol-6-yl)piperazine-1-carboxylic acid tert-butyl ester C(C)(C)(C)OC(=O)N1CCN(CC1)C1=CC(=C2OONC2=C1)F